ClC1=C(CNC(=O)[C@]2(C=3C=CC=NC3[C@H](CC2)O)F)C=CC(=C1)C(F)(F)F (5S,8S)-N-(2-chloro-4-(trifluoro-methyl)benzyl)-5-fluoro-8-hydroxy-5,6,7,8-tetrahydro-quinoline-5-carboxamide